2-(phosphorylmethyl)-glutaric acid P(=O)#CC(C(=O)O)CCC(=O)O